13-chloro-8-ethyl-4-methyl-10-(4-{[2-(methylamino)ethyl]amino}phenyl)-6,8,10-triazatricyclo[9.4.0.02,7]pentadeca-1(11),2(7),3,5,12,14-hexaen-9-one ClC1=CC=2N(C(N(C=3N=CC(=CC3C2C=C1)C)CC)=O)C1=CC=C(C=C1)NCCNC